((1R)-1-(2-benzyl-3-((3-methoxybenzyl)amino)-3-oxopropionamido)-2-(p-tolyl)ethyl)boric acid C(C1=CC=CC=C1)C(C(=O)N[C@@H](CC1=CC=C(C=C1)C)OB(O)O)C(=O)NCC1=CC(=CC=C1)OC